ClC1=C(C(=CC=C1)F)C1(CCC1)C(/C=C/[C@H]1[C@@H](C[C@H]2[C@@H]1CCC1=C(O2)C=C(C=C1)C(=O)O)O)O (1R,2R,3aS,10aR)-1-{(1E,3ξ)-3-[1-(2-chloro-6-fluorophenyl)cyclobutyl]-3-hydroxy-1-propen-1-yl}-2-hydroxy-2,3,3a,9,10,10a-hexahydro-1H-benzo[b]cyclopenta[f]oxepin-6-carboxylic acid